(2S)-2-((2-((5-methoxy-7,7-dimethyl-5,7-dihydrofuro[3,4-b]pyridin-2-yl)amino)-5-(3-(pyridin-4-yl)-1,2,4-oxadiazol-5-yl)pyrimidin-4-yl)amino)-2-phenylethan-1-ol COC1OC(C2=NC(=CC=C21)NC2=NC=C(C(=N2)N[C@H](CO)C2=CC=CC=C2)C2=NC(=NO2)C2=CC=NC=C2)(C)C